N-(4-methylpyridine-2-yl)-4-(2,4,5-trimethylphenyl)thiazol-2-amine CC1=CC(=NC=C1)NC=1SC=C(N1)C1=C(C=C(C(=C1)C)C)C